3-BUTEN-1-YLTRIS(T-BUTOXY)TIN C(CC=C)[Sn](OC(C)(C)C)(OC(C)(C)C)OC(C)(C)C